((3-chloro-1,4-diphenoxy-1,4-dihydronaphthalen-2-ylamino)methyl)-N-cyclopentylbenzamide ClC1=C(C(C2=CC=CC=C2C1OC1=CC=CC=C1)OC1=CC=CC=C1)NCC1=C(C(=O)NC2CCCC2)C=CC=C1